2-thioethanesulfonic acid CCS(=O)(=S)O